7,7-diethyl-7,8-dihydro-1,6-naphthyridine C(C)C1(N=CC=2C=CC=NC2C1)CC